Cl.O[C@H]1C[C@@H](NC1)C(C)NC(=O)C1=CN(CCS1)C=1C2=C(N=CN1)NC=C2 N-(1-((2R,4S)-4-hydroxypyrrolidin-2-yl)ethyl)-4-(7H-pyrrolo[2,3-d]pyrimidin-4-yl)-3,4-dihydro-2H-1,4-thiazine-6-carboxamide hydrochloride